Cl.FC(C1(CNC1)O)(F)F 3-(trifluoro-methyl)azetidin-3-ol hydrochloride